N1=C(C=NC=C1)C=1C=CC(=NC1)NC(CN1N=CC(=C1)C=1C=NC(=CC1)C(F)(F)F)=O N-(5-pyrazin-2-yl-2-pyridyl)-2-[4-[6-(trifluoromethyl)-3-pyridyl]pyrazol-1-yl]acetamide